C(C)(C)C1=CC=C(C=C1)CC(C)(C)O 1-(4-isopropylphenyl)-2-hydroxy-2-methyl-propane